4-((5-(((6-Amino-3-fluoropyridin-2-yl)methoxy)methyl)-3-(1-cyclopropyl-1H-pyrazol-3-yl)-2-methoxyphenyl)amino)-6-chloro-N-(methyl-d3)nicotinamide NC1=CC=C(C(=N1)COCC=1C=C(C(=C(C1)NC1=CC(=NC=C1C(=O)NC([2H])([2H])[2H])Cl)OC)C1=NN(C=C1)C1CC1)F